CN1CCN(CC1)C1=CC=C(C=C1)C1=CC2=C(N=CN=C2NC2=CC(=CC=C2)N)N1COCC[Si](C)(C)C N-(6-(4-(4-methylpiperazin-1-yl)phenyl)-7-((2-(trimethylsilyl)ethoxy)methyl)-7H-pyrrolo[2,3-d]pyrimidin-4-yl)benzene-1,3-diamine